F[C@H]1CN(CC[C@@H]1N1N=C(C=2C1=NC=NC2N)C2=CC=C(C=C2)OC2=CC=CC=C2)C2CCNCC2 1-((3S,4S)-3-fluoro-[1,4'-bipiperidin]-4-yl)-3-(4-phenoxyphenyl)-1H-pyrazolo[3,4-d]pyrimidin-4-amine